C1(=C(C(=C(C(=C1[2H])[2H])[2H])[2H])[2H])OC([2H])([2H])[2H] anisole-d8